COCC(=O)N1CCN(CC1)C1=CC(=NC=C1)NC=1SC2=C(N1)C=CC(=C2)C=2C=NNC2C 2-methoxy-1-(4-(2-((6-(5-methyl-1H-pyrazol-4-yl)benzo[d]thiazol-2-yl)amino)pyridin-4-yl)-piperazin-1-yl)ethanone